N-[(2R)-6-[(1R,4R)-5-(2,2-difluoroethyl)-2,5-diazabicyclo[2.2.1]heptan-2-yl]-2-(hydroxymethyl)-2-methyl-3H-benzofuran-5-yl]pyrazolo[1,5-a]pyrimidine-3-carboxamide FC(CN1[C@H]2CN([C@@H](C1)C2)C2=CC1=C(C[C@](O1)(C)CO)C=C2NC(=O)C=2C=NN1C2N=CC=C1)F